C1(O)=C(C(O)=CC=C1)C(=O)[O-].[Zn+2].C1(O)=C(C(O)=CC=C1)C(=O)[O-] zinc resorcinoleate